C(C)(C)(C)C1=C(C=C(C=N1)C=1N=C2SCC(CN2C(C1C#N)=O)C)OC 8-(6-(tert-butyl)-5-methoxypyridin-3-yl)-3-methyl-6-oxo-3,4-dihydro-2H,6H-pyrimido[2,1-b][1,3]thiazine-7-carbonitrile